(allyloxy)acetic acid C(C=C)OCC(=O)O